2'-(((S)-1-methylpyrrolidin-2-yl)methoxy)-4'-(piperazin-1-yl)-3,4,5',6'-tetrahydro-2H-spiro[naphthalene-1,7'-pyrano[2,3-d]pyrimidine] CN1[C@@H](CCC1)COC=1N=C(C2=C(N1)OC1(CC2)CCCC2=CC=CC=C21)N2CCNCC2